C(C=C=C)[C@H]1C(NC2=CC=CC=C12)=O |r| racemic-3-(2,3-butadienyl)oxindole